7-[2-(2-hydroxymethylethoxy)methylethoxy]tetramethyl-3,6,8,11-tetraoxa-7-phosphatridecane-1,13-diol 3-phenylpropanamido(pentyl)carbamate C1(=CC=CC=C1)CCC(=O)NN(C(O)=O)CCCCC.OCCCOCCCOP(OCCOC(C(O)(C)C)(C)C)OCCOCCO